(aminomethyl)-6-chloro-1,3-diethyl-1H-1,3-benzodiazol-3-ium iodide [I-].NCC1=[N+](C2=C(N1CC)C=C(C=C2)Cl)CC